C(C)(C)(C)OC(=O)N1CC(C1)OC1=CCCN(C1)CC1=CC=CC=C1 3-[(1-benzyl-3,6-dihydro-2H-pyridin-5-yl)oxy]azetidine-1-carboxylic acid tert-butyl ester